1-amino-8-[3-fluoro-4-(4-methylpyrimidin-2-yl)oxo-phenyl]-6-methyl-pyrrolo[1,2-a]pyrazin NC=1C=2N(C=CN1)C(=CC2C2C(C(=C(C=C2)C2=NC=CC(=N2)C)F)=O)C